r-1,3-phenylenediamine C1(=CC(=CC=C1)N)N